[Sb+]=O.[Sn+4] tin antimonous oxide